O[C@@]1(C[C@H](CCCC1)NC1=NC(=NC=C1C#N)NC1CCC(CC1)OC)C 4-((1S,3S)-3-hydroxy-3-methylcycloheptylamino)-2-((1r,4S)-4-methoxycyclohexylamino)pyrimidine-5-carbonitrile